COC1=CC=CC(=C1C1=C(C=CC=C1OC)P(C1=CC(=CC(=C1)C(C)(C)C)C(C)(C)C)C1=CC(=CC(=C1)C(C)(C)C)C(C)(C)C)P(C1=CC(=CC(=C1)C(C)(C)C)C(C)(C)C)C1=CC(=CC(=C1)C(C)(C)C)C(C)(C)C (S)-(6,6'-dimethoxybiphenyl-2,2'-diyl)bis[bis(3,5-di-t-butylphenyl)phosphine]